((2-((2-chlorophenyl)amino)ethyl)amino)-3-phenoxypropan-2-ol ClC1=C(C=CC=C1)NCCNCC(COC1=CC=CC=C1)O